C(C)(=O)OC=1OC(=CN1)C.[Li] lithium (5-methyl-1,3-oxazol-2-yl) acetate